N1C(=NC=C1)C1=CC(=CC=C1)C=1NC=CN1 1,3-di(imidazolyl)benzene